(R)-2-((1-(2-cyano-3-(4-(2-fluorophenyl)piperazin-1-yl)-7-methylquinoxalin-5-yl)ethyl)amino)benzoic acid C(#N)C1=NC2=CC(=CC(=C2N=C1N1CCN(CC1)C1=C(C=CC=C1)F)[C@@H](C)NC1=C(C(=O)O)C=CC=C1)C